C1(CCCCC1)CN1CC2(C1)CC(C2)CNC2=CC=C(N=N2)C2=CC=C(C=C2)NC(C)=O N-(4-(6-(((2-(cyclohexylmethyl)-2-azaspiro[3.3]heptan-6-yl)methyl)amino)pyridazin-3-yl)phenyl)acetamide